myo-Inositol O[C@H]1[C@H](O)[C@@H](O)[C@H](O)[C@@H](O)[C@H]1O